2-((5-(benzofuran-2-yl)pyridin-2-yl)sulfonyl)-2,6,8-triazadispiro[3.0.45.34]dodecane-7,9-dione O1C(=CC2=C1C=CC=C2)C=2C=CC(=NC2)S(=O)(=O)N2CC1(C2)C2(NC(NC2=O)=O)CCC1